N-{1-[5-(cyclopropylmethyl)-5,6,7,8-tetrahydro-1,5-naphthyridin-2-yl]ethyl}-4-fluorobenzamide C1(CC1)CN1C=2C=CC(=NC2CCC1)C(C)NC(C1=CC=C(C=C1)F)=O